NCC1=NNC(C2=C(C=C(C=C12)C=1C=NN(C1C1=C(C#N)C(=CC(=C1F)Cl)OC1CC1)C)C#C)=O 2-(4-(4-(Aminomethyl)-8-ethynyl-1-oxo-1,2-dihydro-phthalazin-6-yl)-1-methyl-1H-pyrazol-5-yl)-4-chloro-6-cyclopropyloxy-3-fluorobenzonitrile